5-hexyl-7-(2-phenyl-1H-1-indolyl)benzothiophene C(CCCCC)C=1C=C(C2=C(C=CS2)C1)N1C(=CC2=CC=CC=C12)C1=CC=CC=C1